C(C)(C)OOC(CCCCCC(C)(C)C)=O.C(C)(C)(C)/C(/C(=O)OO)=C/C(=O)O tert-butyl-peroxymaleic acid isopropyl-peroxyneodecanoate